6-chloro-1,1-difluoro-1-(trifluoromethoxy)hexan-2-one ClCCCCC(C(OC(F)(F)F)(F)F)=O